4-(4-(azepan-1-ylmethyl)phenyl)-2,7-bis(3-morpholinopropyl)-9-((2-(pyrrolidin-1-yl)ethyl)amino)benzo[lmn][3,8]phenanthroline-1,3,6,8(2H,7H)-tetraone N1(CCCCCC1)CC1=CC=C(C=C1)C1=CC=2C(N(C(C=3C2C=2C(C(N(C(C12)=O)CCCN1CCOCC1)=O)=CC3NCCN3CCCC3)=O)CCCN3CCOCC3)=O